CN(S(=O)(=O)C)C1=NC=CC=C1CNC1=NC(=NC=C1C(F)(F)F)NC1=CC(=CC=C1)C(=O)N1CCN(CC1)C N-methyl-N-[3-({[2-({3-[(4-methylpiperazin-1-yl)carbonyl]phenyl}amino)-5-(trifluoromethyl)pyrimidin-4-yl]amino}methyl)pyridin-2-yl]methanesulfonamide